N2-Cyclopropyl-N1-[4-(1,1,1,3,3,3-hexafluoro-2-hydroxypropan-2-yl)phenyl]-5-(methylsulfamoyl)-1,3-dihydro-2H-isoindole-1,2-dicarboxamide C1(CC1)NC(=O)N1C(C2=CC=C(C=C2C1)S(NC)(=O)=O)C(=O)NC1=CC=C(C=C1)C(C(F)(F)F)(C(F)(F)F)O